(S)-1'-(6-((2-amino-3-chloropyridin-4-yl)thio)-1,2,4-triazin-3-yl)-3-methoxy-5,7-dihydrospiro[cyclopenta[b]pyridin-6,4'-piperidin]-5-amine NC1=NC=CC(=C1Cl)SC1=CN=C(N=N1)N1CCC2(CC1)[C@@H](C=1C(=NC=C(C1)OC)C2)N